CC1=CC(=NN1)C1(NC(=NC2=CC=CC=C12)NC1=CC=C(C=C1)C(F)(F)F)N 4-(5-methyl-1H-pyrazol-3-yl)-N2-(4-trifluoromethylphenyl)quinazoline-2,4-diamine